6-bromo-1-[(5-fluoro-2-pyridinyl)methyl]-2-oxo-1,8-naphthyridine-3-carboxylic acid BrC=1C=C2C=C(C(N(C2=NC1)CC1=NC=C(C=C1)F)=O)C(=O)O